1-(4-(4-amino-7-isopropyl-7H-pyrrolo[2,3-d]pyrimidin-5-yl)-2-fluorophenyl)-3-(4-((4-methylpiperazin-1-yl)methyl)-3-(trifluoromethyl)phenyl)urea NC=1C2=C(N=CN1)N(C=C2C2=CC(=C(C=C2)NC(=O)NC2=CC(=C(C=C2)CN2CCN(CC2)C)C(F)(F)F)F)C(C)C